3-(3-((3-(3-((3-Chloro-4-(trifluoromethyl)phenethyl)amino)pentan-3-yl)phenyl)amino)-2,5-dioxo-2,5-dihydro-1H-pyrrol-1-yl)piperidine-2,6-dione ClC=1C=C(CCNC(CC)(CC)C=2C=C(C=CC2)NC=2C(N(C(C2)=O)C2C(NC(CC2)=O)=O)=O)C=CC1C(F)(F)F